1-(4-cyclohexyl-3-(trifluoromethyl)benzyl)-3-(methoxymethyl)-1H-pyrazole-4-carboxylic acid ethyl ester C(C)OC(=O)C=1C(=NN(C1)CC1=CC(=C(C=C1)C1CCCCC1)C(F)(F)F)COC